6-(5-isoheptylcarbonyloxyethyl-2H-benzotriazol-2-yl)benzo[1,3]dioxol-5-ol C(CCCC(C)C)C(=O)OCCC1=CC=2C(=NN(N2)C=2C(=CC3=C(OCO3)C2)O)C=C1